O[C@@H](CO)C1=C2N=CC=NC2=C(C=C1CNC(C=C)=O)C1=CC=C(C=C1)OC(F)(F)F (R)-N-((5-(1,2-dihydroxyethyl)-8-(4-(trifluoromethoxy)phenyl)quinoxalin-6-yl)methyl)acrylamide